C(C=C)(=O)OC(C(=O)[O-])(C)C (acryloyloxy)-2-methylpropionate